C12CNCC(CC1)N2C2=CC(=NC=C2)OC2CC(C2)OC2CCN(CC2)C2(CC2)C2CCN(CC2)C2=NOC(=C2)C(C(=O)OC)C(C)C Methyl 2-[3-[4-[1-[4-[3-[[4-(3,8-diazabicyclo[3.2.1]octan-8-yl)-2-pyridyl] oxy] cyclobutoxy]-1-piperidyl] cyclopropyl]-1-piperidyl]isoxazol-5-yl]-3-methyl-butanoate